NC=1C(=NC(=NC1)C=1C=C2C(=CC=NC2=CC1)NC(C=C)=O)C(=O)NC1CCN(CC1)C 5-amino-N-(1-methyl-4-piperidyl)-2-[4-(prop-2-enoylamino)-6-quinolyl]pyrimidine-4-carboxamide